ClC1=C(C=CC(=C1NC=1C(=C2C(N(C=NC2=CC1)C)=O)F)F)NS(=O)(=O)N1CC(CC1)F N-(2-chloro-4-fluoro-3-((5-fluoro-3-methyl-4-oxo-3,4-dihydroquinazolin-6-yl)amino)phenyl)-3-fluoropyrrolidine-1-sulfonamide